4-Cyano-N-[4-(3-cyanophenyl)-5-(3-fluoro-2,6-dimethyl-4-pyridyl)thiazol-2-yl]-4-methyl-piperidin-1-carboxamid C(#N)C1(CCN(CC1)C(=O)NC=1SC(=C(N1)C1=CC(=CC=C1)C#N)C1=C(C(=NC(=C1)C)C)F)C